tert-butyl 7-(6-(aminomethyl)pyridin-2-yl)-4,7-diazaspiro[2.5]octane-4-carboxylate NCC1=CC=CC(=N1)N1CCN(C2(CC2)C1)C(=O)OC(C)(C)C